BrC1=CC2=C(N=C(S2)NCCCCCCCCCCCC(=O)OC(C)(C)C)C=C1 tert-butyl 12-((6-bromobenzo[d]thiazol-2-yl)amino)dodecanoate